1-(tert-butyl) 2-methyl (2S,3R)-3-allyl-4-oxo-3-(2-oxoethyl)pyrrolidine-1,2-dicarboxylate C(C=C)[C@]1([C@H](N(CC1=O)C(=O)OC(C)(C)C)C(=O)OC)CC=O